(2-(3,4-dimethoxyphenyl)-3-isopropyl-1H-indol-5-yl)(5-methylhexahydropyrrolo[3,4-c]pyrrol-2(1H)-yl)methanone COC=1C=C(C=CC1OC)C=1NC2=CC=C(C=C2C1C(C)C)C(=O)N1CC2CN(CC2C1)C